3-Amino-6-bromo-5-trifluoromethyl-pyridine-2-carboxylic acid (2-morpholin-4-yl-2-phenyl-ethyl)-amide N1(CCOCC1)C(CNC(=O)C1=NC(=C(C=C1N)C(F)(F)F)Br)C1=CC=CC=C1